2-(5-(2,4-Dioxotetrahydropyrimidin-1(2H)-yl)-2,3-dihydrospiro[inden-1,4'-piperidin]-1'-yl)acetic acid O=C1N(CCC(N1)=O)C=1C=C2CCC3(CCN(CC3)CC(=O)O)C2=CC1